(Z)-octadecan-9-en-1-ylmethanesulfonic acid C(CCCCCCC\C=C/CCCCCCCC)CS(=O)(=O)O